3-[[1-[6-(3-Cyano-5-methyl-pyrazol-1-yl)-5-(1-hydroxyethyl)-2-pyridyl]benzimidazol-5-yl]amino]-N,N,6-trimethyl-pyridazine-4-carboxamide C(#N)C1=NN(C(=C1)C)C1=C(C=CC(=N1)N1C=NC2=C1C=CC(=C2)NC=2N=NC(=CC2C(=O)N(C)C)C)C(C)O